S(=O)(=O)(O[O-])[O-] PEROXYMONOSULFATE